CN(CCCNC1=CC=C(C=2C(C3=CC=CC=C3C(C12)=O)=O)F)C 1-((3-(dimethylamino)propyl)amino)-4-fluoroanthraquinone